6-(3-methoxy-2,6-dimethylphenyl)-2-(methylthio)imidazo[1',2':1,6]pyrido[2,3-d]pyrimidine COC=1C(=C(C(=CC1)C)C1=CC2=C(N=C(N=C2)SC)N2C1=NC=C2)C